ClC1=C2C(C3CC4CC(=C(C(C4C(=C3C(C2=C(C=C1)O)=O)O)=O)C(=O)N)O)(C)O 7-chloro-3,6,10,12-tetrahydroxy-6-methyl-1,11-dioxo-1,4,4a,5,5a,6,11,12a-octahydrotetracene-2-carboxamide